CC=1C=C(C=C2C(NC(=NC12)C1=CC2=C(C=N1)C=CS2)=O)CCN2CCOCC2 8-methyl-6-(2-morpholin-4-yl-ethyl)-2-thieno[3,2-c]pyridin-6-yl-3H-quinazolin-4-one